allyldiisopropylammonium hydroxide [OH-].C(C=C)[NH+](C(C)C)C(C)C